BrC1=CC(=NC=C1OC)C(C(F)(F)F)NCC 1-(4-bromo-5-methoxypyridin-2-yl)-N-ethyl-2,2,2-trifluoroethan-1-amine